1-(4-((2-hydroxybenzyl)amino)-5,6,7,8-tetrahydropyrido[2,3-d]pyrimidin-2-yl)-2-methyl-1H-indole-4-carboxamide OC1=C(CNC=2C3=C(N=C(N2)N2C(=CC=4C(=CC=CC24)C(=O)N)C)NCCC3)C=CC=C1